6,6'-dimethyl-3,3'-diaminobiphenyl CC1=CC=C(C=C1C1=CC(=CC=C1C)N)N